FC=1C=C(C=CC1O)C(=O)N1C=CC=2C1=NC=CC2 (3-fluoro-4-hydroxyphenyl)(1H-pyrrolo[2,3-b]pyridin-1-yl)methanone